FC=1C=C2C[C@@H]3N(C(NCC=4C=CC(=C(OC(C1)=C2)N4)C)=O)CC([C@@H]3NS(=O)(=O)CC)(F)F |o1:5,24| N-[rel-(15aS,16R)-12,17,17-trifluoro-7-methyl-1-oxo-2,3,15a,16,17,18-hexahydro-1H,15H-4,8-(azeno)-14,10-(metheno)pyrrolo[1,2-j][1,8,10]oxadiazacycloheptadecin-16-yl]ethanesulfonamide